ClC1=CC=C(C=N1)NC=1N=CC=C2C1SC=C2C N-(6-chloropyridin-3-yl)-3-methylthieno[2,3-c]pyridin-7-amine